2,11-dimethyldodecanedioic acid CC(C(=O)O)CCCCCCCCC(C(=O)O)C